2-benzyl-6,6-difluoro-2-azaspiro[3.3]heptane C(C1=CC=CC=C1)N1CC2(C1)CC(C2)(F)F